COC1=CC=C(C=C1)CNC(=O)NC1=CC=C(C=C1)CNC(=O)C1CC(C1)C(C)C {[(4-methoxyphenyl)methyl]amino}-N-[4-({[3-(methylethyl)cyclobutyl]carbonylamino}methyl)phenyl]carboxamide